Methyl 2-(2-(((2S,4R)-1-((S)-2-amino-3,3-dimethylbutanoyl)-4-hydroxypyrrolidine-2-carboxamido)methyl)-5-ethynylphenoxy)acetate N[C@H](C(=O)N1[C@@H](C[C@H](C1)O)C(=O)NCC1=C(OCC(=O)OC)C=C(C=C1)C#C)C(C)(C)C